ClC=1SC=C(N1)C(COCCCCC)F 2-chloro-4-[1-fluoro-2-(pentyloxy)ethyl]-1,3-thiazole